1-methyl-4-(1-(trans-4-(4-(trifluoromethyl)benzyloxy)-pyrrolidin-3-yl)-1H-1,2,3-triazol-4-yl)pyridin-2(1H)-one CN1C(C=C(C=C1)C=1N=NN(C1)[C@@H]1CNC[C@H]1OCC1=CC=C(C=C1)C(F)(F)F)=O